5-iodo-4,6-dimethoxypyrimidin-2-amine IC=1C(=NC(=NC1OC)N)OC